(4-amino-1-methyl-1H-pyrazolo[4,3-c][1,7]naphthyridin-8-yl)((4aS,9aR)-7-bromo-6-fluoro-2,3,9,9a-tetrahydroindeno[2,1-b][1,4]oxazin-4(4aH)-yl)methanone NC1=NC=2C=NC(=CC2C2=C1C=NN2C)C(=O)N2[C@@H]1[C@H](OCC2)CC=2C=C(C(=CC21)F)Br